CC1=CP(CC1)(CC1=CC=CC=C1)=O 3-methyl-1-benzyl-phospholene oxide